(S)-5-(((4-(3-chloro-4-(2-chloro-3-((3-fluoro-4-((((R)-2-hydroxypropyl)amino)methyl)pyridin-2-yl)amino)phenyl)pyridin-2-yl)-2-fluoro-6-methoxybenzyl)amino)methyl)pyrrolidin-2-one ClC=1C(=NC=CC1C1=C(C(=CC=C1)NC1=NC=CC(=C1F)CNC[C@@H](C)O)Cl)C1=CC(=C(CNC[C@@H]2CCC(N2)=O)C(=C1)OC)F